C(C)OC(C(CCC)N1C(C(=CC(=C1)CCN1CC(C1)F)F)=O)=O.FC=1C(N(C=C(C1)CCN1CC(C1)F)C(C(=O)O)CCC)=O 2-(3-fluoro-5-(2-(3-fluoroazetidin-1-yl)ethyl)-2-oxopyridin-1(2H)-yl)pentanoic acid Ethyl-2-(3-fluoro-5-(2-(3-fluoroazetidin-1-yl)ethyl)-2-oxopyridin-1(2H)-yl)pentanoate